5-amino-1-phenylpyrazole-3-carboxylate NC1=CC(=NN1C1=CC=CC=C1)C(=O)[O-]